O1-tert-butyl O2-methyl (2S,4R)-4-hydroxypyrrolidine-1,2-dicarboxylate O[C@@H]1C[C@H](N(C1)C(=O)OC(C)(C)C)C(=O)OC